C1(CC1)NC(=O)NC1=CC(=CC=C1)O 1-cyclopropyl-3-(3-hydroxyphenyl)urea